4,5-dideutero-1-(3-cyanophenyl)-1H-1,2,3-triazole [2H]C=1N=NN(C1[2H])C1=CC(=CC=C1)C#N